3-Chloro-N-(4-methoxyphenyl)butanamide ClC(CC(=O)NC1=CC=C(C=C1)OC)C